FC1=C(C(=C(C(=C1BC1=C(C(=C(C(=C1F)F)F)F)F)F)F)F)F Bis(pentafluorophenyl)borane